(2S)-2-(6-(2-((8-oxabicyclo[3.2.1]oct-3-yl)amino)-5-chloropyrimidin-4-yl)-4-oxopyrrolo[2,1-f][1,2,4]triazin-3(4H)-yl)-N-((S)-1-(3-fluoro-5-methoxyphenyl)-2-hydroxyethyl)propionamide C12CC(CC(CC1)O2)NC2=NC=C(C(=N2)C=2C=C1C(N(C=NN1C2)[C@H](C(=O)N[C@H](CO)C2=CC(=CC(=C2)OC)F)C)=O)Cl